(E)-3-[3-(3-methyloxetan-3-yl)-1,2,4-oxadiazol-5-yl]prop-2-enoic acid CC1(COC1)C1=NOC(=N1)/C=C/C(=O)O